ClC=1C=C(C=2C(C(CCC2C1C)NC(C)=O)=O)NC(C)=O N,N'-(3-chloro-4-methyl-8-oxo-5,6,7,8-tetrahydronaphthalen-1,7-diyl)diacetamide